C(C)OC(=O)C1=C(NC(=C1)C)N1C(=CC=C1C)C 2,5,5'-trimethyl-1'H-[1,2'-bipyrrole]-3'-carboxylic acid ethyl ester